ClC=1C=C(C=C(C1)Cl)N1N=C(N=N1)C=1C(=C(C(=NC1)C(=O)NCC(=O)OCC)O)C ethyl (5-(2-(3,5-dichlorophenyl)-2H-tetrazol-5-yl)-3-hydroxy-4-methylpicolinoyl)glycinate